2-amino-3-bromo-N-((5-(difluoromethyl)-2-pyridinyl)methyl)-N-((1R)-1-(2-pyrimidinyl)ethyl)-6-quinolinecarboxamide NC1=NC2=CC=C(C=C2C=C1Br)C(=O)N([C@H](C)C1=NC=CC=N1)CC1=NC=C(C=C1)C(F)F